7-bromo-6-fluorobenzoAzole BrC1=C(C=CC=2C=CNC21)F